zinc-magnesium aluminum [Al].[Mg].[Zn]